Bis(2,4,6-trimethylbenzoyl)phenyl-phosphine oxide CC1=C(C(=O)P(C2=CC=CC=C2)(C(C2=C(C=C(C=C2C)C)C)=O)=O)C(=CC(=C1)C)C